O1C(=C(C=C1)CC(=O)O)CC(=O)O furandiacetic acid